COC=1C=C2C(=C(C=NC2=CC1)S(=O)(=O)C1=CC=CC=C1)C1=CC=CC=C1 6-methoxy-4-phenyl-3-(phenylsulfonyl)quinoline